N1(CCCC2=NC=CC=C12)C1=NNC2=NC(=CN=C21)C2CCC1(CC3=CC=CC=C3C1)CC2 (1R,1'S)-4-(3-(3,4-dihydro-1,5-naphthyridin-1(2H)-yl)-1H-pyrazolo[3,4-b]pyrazin-6-yl)-1',3'-dihydrospiro[cyclohexane-1,2'-inden]